NC(C(=O)N)C#N 2-amino-2-cyanoacetamide